N-[2-(5-Methyl-1H-pyrazol-1-yl)-[1,3]thiazolo[5,4-c]pyridin-6-yl]-5-(morpholin-4-yl)-6-[(pyrrolidin-1-yl)methyl]pyridin-2-amine CC1=CC=NN1C=1SC=2C=NC(=CC2N1)NC1=NC(=C(C=C1)N1CCOCC1)CN1CCCC1